5-bromo-N,1,3-trimethyl-1,3-dihydro-2H-benzo[d]imidazole-2-imine BrC1=CC2=C(N(C(N2C)=NC)C)C=C1